methyl 2-[(3-bromo-5-methoxyphenyl) methyl]-4,4-diethoxybutyrate BrC=1C=C(C=C(C1)OC)CC(C(=O)OC)CC(OCC)OCC